C1(CC1)C(=O)NC1=CC(=C(N=N1)C(=O)NC([2H])([2H])[2H])NC1=C(C(=CC=C1)C1=NC=NS1)OC 6-cyclopropaneamido-4-{[2-methoxy-3-(1,2,4-thiadiazol-5-yl)phenyl]amino}-N-(2H3)methylpyridazine-3-carboxamide